C(#N)C1=NNC2=C(C(=CC=C12)\C=C(\C(=O)NC=1C(=NC=C(C1C)F)C)/F)F (2Z)-3-(3-cyano-7-fluoro-1H-indazol-6-yl)-2-fluoro-N-(5-fluoro-2,4-dimethylpyridin-3-yl)prop-2-enamide